6-(4-chlorophenyl)-2-phenyl-4,5-dihydropyridazin-3(2H)-one ClC1=CC=C(C=C1)C=1CCC(N(N1)C1=CC=CC=C1)=O